F\C=C/C(C(F)(F)F)(C(F)(F)F)F Z-1,3,4,4,4-pentafluoro-3-(trifluoromethyl)butene